ClC1=C2C(=NC=C1C1=CNC3=C(C=CC=C13)N1C(CNCC1)=O)NC[C@]21C[C@H](CC1)C(=O)N |r| (1RS,3SR)-4'-Chloro-5'-(7-(2-oxopiperazin-1-yl)-1H-indol-3-yl)-1',2'-dihydrospiro[cyclopentane-1,3'-pyrrolo[2,3-b]pyridine]-3-carboxamide